C(C)(=O)OC[C@H]1O[C@H]([C@@H]([C@H]([C@H]1OC(C)=O)OC(C)=O)NC(C)=O)OCCCCC(=O)NCCOCCOCCN=[N+]=[N-] [(2R,3R,4R,5R,6R)-5-acetamido-3,4-diacetoxy-6-[5-[2-[2-(2-azidoethoxy)ethoxy]ethylamino]-5-oxo-pentoxy]tetrahydropyran-2-yl]methyl acetate